5-(5-Amino-1H-benzo[d]imidazol-2-yl)pyridin-2(1H)-one NC1=CC2=C(NC(=N2)C=2C=CC(NC2)=O)C=C1